tert-butyl-N-[2-[2-[2-[2-[2-[2-[2-[2-(2-azidoethoxy)ethoxy]ethoxy]ethoxy]ethoxy]ethoxy]-ethoxy]ethoxy]ethyl]-N-methyl-carbamate C(C)(C)(C)OC(N(C)CCOCCOCCOCCOCCOCCOCCOCCOCCN=[N+]=[N-])=O